C(CCCCCCCCCCCCCCC)(=O)C([NH+](C)C)C(CCCCCCCCCCCCCCC)=O dipalmitoyltrimethylammonium